methyl (1r,4r)-4-(3-bromoanilino)-2'-(3-hydroxypropyl)spiro[cyclohexane-1,1'-indene]-4-carboxylate BrC=1C=C(NC2(CCC3(C(=CC4=CC=CC=C34)CCCO)CC2)C(=O)OC)C=CC1